OC1(SC(=CN1)CN(C)CCO)C=O (2-hydroxy-5-(((2-hydroxyethyl)(methyl)amino)methyl)thiazol-2-yl)methanone